FC1(CC(C1)OC(=O)N1CC2=CC=C(C=C2C1)C1=NC=CC(=N1)NC1=CC=C(C=C1)C=1C=NNC1)F.C(C)(C)C1=C(C(=CC=C1)C(C)C)C1=NC=CC=C1 2,6-diisopropylphenyl-pyridine 3,3-difluorocyclobutyl-5-(4-((4-(1H-pyrazol-4-yl)phenyl)amino)pyrimidin-2-yl)isoindoline-2-carboxylate